NC1=NC(=C(C2=C1N=C(N2)COCC)SC=2C=C1CCN(CC1=CC2O)C)C 6-[[4-amino-2-(ethoxymethyl)-6-methyl-1H-imidazo[4,5-c]pyridin-7-yl]sulfanyl]-2-methyl-3,4-dihydro-1H-isoquinolin-7-ol